1-(1-(4-(trifluoromethyl)benzo[d]isoxazol-3-yl)piperidin-4-yl)-1,3-dihydro-2H-benzo[d]imidazol-2-one FC(C1=CC=CC2=C1C(=NO2)N2CCC(CC2)N2C(NC1=C2C=CC=C1)=O)(F)F